3-DISULFANEYL-2,5-DIMETHYLFURAN S(S)C1=C(OC(=C1)C)C